(S)-(3-chloro-2,4-difluorophenyl)-((trans)-3-(trifluoromethyl)cyclobutyl)methanamine oxalate C(C(=O)O)(=O)O.ClC=1C(=C(C=CC1F)[C@@H](N)[C@@H]1C[C@H](C1)C(F)(F)F)F